ClC=1C=C(OC2C(C(C2(C)C)NC(C2=CN=C(C=C2)N2CCN(CC2)CCCCCCOC=2C=NN(C(C2)=O)[C@H]2C(NC(CC2)=O)=O)=O)(C)C)C=CC1C#N |r| rac-N-((1r,3r)-3-(3-chloro-4-cyanophenoxy)-2,2,4,4-tetramethylcyclobutyl)-6-(4-(6-((1-(2,6-dioxopiperidin-3-yl)-6-oxo-1,6-dihydropyridazin-4-yl)oxy)hexyl)piperazin-1-yl)nicotinamide